FC(C=1C(=C(C=CC1)[C@@H](C)NC=1C2=C(N=CN1)N(C(C(=C2)C2CCN(CC2)C(C)C)=O)CCCCCCC=O)F)(C2CCNCC2)F (R)-7-(4-((1-(3-(difluoro(piperidin-4-yl)methyl)-2-fluorophenyl)ethyl)amino)-6-(1-isopropylpiperidin-4-yl)-7-oxopyrido[2,3-d]pyrimidin-8(7H)-yl)heptanal